di-tert-butyl 2-(4-((7-hydroxy-3-iodo-5-((methoxycarbonyl)-amino)-1H-pyrazolo[4,3-d]pyrimidin-1-yl)methyl)-3-methoxyphenyl)piperazine-1,4-dicarboxylate OC=1C2=C(N=C(N1)NC(=O)OC)C(=NN2CC2=C(C=C(C=C2)C2N(CCN(C2)C(=O)OC(C)(C)C)C(=O)OC(C)(C)C)OC)I